ClC=1C=C2C(=C(C1Cl)Cl)NC([C@]21CN(CC1)C(CO)=O)=O (3S)-5,6,7-trichloro-1'-(2-hydroxyacetyl)-1H-spiro[indole-3,3'-pyrrolidin]-2-one